NC1=C(SC=C1)C(=O)OC methyl 3-aminothiophene-2-carboxylate